C(C)(C)(C)OC(=O)N1C[C@@]2(NC3=NC(=CC=C3CC2)C)C[C@@H]1C (3S,5S)-5,7'-dimethyl-3',4'-dihydro-1'H-spiro[pyrrolidine-3,2'-[1,8]naphthyridine]-1-carboxylic acid tert-butyl ester